NC(C)C=1N(S(C2=C(C1)C=CC=C2Cl)(=O)=O)C=2C=NNC2 3-(1-aminoethyl)-8-chloro-2-(1H-pyrazol-4-yl)-2H-benzo[e][1,2]thiazine 1,1-dioxide